C(C)(C)(C)OC(NCC1=CC=C(C=C1)CN1C2=NC(=NC(=C2N=C1Br)N)OCCCC)=O 4-((6-amino-8-bromo-2-butoxy-9H-purin-9-yl)methyl)benzyl-carbamic acid tert-butyl ester